CN(CCOC1=CC(=C(C=C1C=1C=NN(C1)C)NC=1N=C(C2=C(N1)NC=C2)NC=2C(=C1N=CC=NC1=CC2)P(C)(C)=O)OC)C (6-((2-((4-(2-(dimethylamino)ethoxy)-2-methoxy-5-(1-methyl-1H-pyrazol-4-yl)phenyl)amino)-7H-pyrrolo[2,3-d]pyrimidin-4-yl)amino)quinoxalin-5-yl)dimethyl-phosphine oxide